trans-3-fluoro-5-[(3S)-2-[4-[(1-methylpyrazolo[4,3-b]pyridin-6-yl)methyl]cyclohexanecarbonyl]isoxazolidin-3-yl]benzonitrile FC=1C=C(C#N)C=C(C1)[C@H]1N(OCC1)C(=O)[C@@H]1CC[C@H](CC1)CC=1C=C2C(=NC1)C=NN2C